ethyl (S,E)-3-(2-bromo-4-methyl-1-(oxetan-2-ylmethyl)-1H-imidazol-5-yl)-2-fluoroacrylate BrC=1N(C(=C(N1)C)/C=C(\C(=O)OCC)/F)C[C@H]1OCC1